(ethyl 1-(4-methyl-5-((2-((((2-methyl-2H-tetrazol-5-yl) methyl) thio) methyl)-6-(trifluoromethyl) nicotinoyl) imino)-4,5-dihydro-1H-tetrazol-1-yl) ethyl) carbonate C(OC(CCC)N1N=NN(C1=NC(C1=C(N=C(C=C1)C(F)(F)F)CSCC=1N=NN(N1)C)=O)C)([O-])=O